NCCN1C=NC=2C=NC(=CC21)C=2N=C(SC2C2=NC=CC=C2F)N [1-(2-aminoethyl)imidazo[4,5-c]pyridin-6-yl]-5-(3-fluoro-2-pyridyl)thiazol-2-amine